(S)-1-(5-Fluoropyrazin-2-yl)-3-methoxy-N-(6-(5-methyl-6,7-dihydro-5H-pyrrolo[2,1-c][1,2,4]triazol-3-yl)pyridin-2-yl)-1H-pyrazole-4-carboxamide FC=1N=CC(=NC1)N1N=C(C(=C1)C(=O)NC1=NC(=CC=C1)C=1N2C(=NN1)CC[C@@H]2C)OC